(Z)-N-(4-(((6-bromo-2-oxoindolin-3-ylidene)(phenyl)methyl)amino)phenyl)-2-(1H-imidazol-1-yl)-N-methylacetamide BrC1=CC=C2/C(/C(NC2=C1)=O)=C(\C1=CC=CC=C1)/NC1=CC=C(C=C1)N(C(CN1C=NC=C1)=O)C